6-Methylpyridin-3-amine CC1=CC=C(C=N1)N